OC1C(CN(CC1)C(=O)OC(C)(C)C)CO tert-butyl 4-hydroxy-3-(hydroxymethyl)piperidine-1-carboxylate